N1C=C(C=2C1=CC=NC2)C=2SC=C(N2)C=2C=C(C=CC2)[C@]2(C=CC=1C2=NC=CC1)O (S)-7-(3-(2-(1H-pyrrolo[2,3-d]pyridin-3-yl)thiazol-4-yl)phenyl)-7H-cyclopenta[b]pyridin-7-ol